NC1=C2C(=NC=N1)N(N=C2C2=CC=C(C=C2)OC2=CC=CC=C2)C2CN(CCC2)CCOCCOCCC2CCN(CC2)C=2C=C1C(N(C(C1=CC2)=O)C2C(NC(CC2)=O)=O)=O 5-(4-(2-(2-(2-(3-(4-amino-3-(4-phenoxyphenyl)-1H-pyrazolo[3,4-d]pyrimidin-1-yl)piperidin-1-yl)ethoxy)ethoxy)ethyl)piperidin-1-yl)-2-(2,6-dioxopiperidin-3-yl)isoindoline-1,3-dione